8-(3,4-dimethoxyphenyl)-N-[(4-fluorophenyl)methyl]-2,7-dimethyl-pyrazolo[1,5-a][1,3,5]triazin-4-amine COC=1C=C(C=CC1OC)C=1C(=NN2C1N=C(N=C2NCC2=CC=C(C=C2)F)C)C